tert-butyl 8-(7-bromo-8-fluoro-2-(((2R,7aS)-2-fluorotetrahydro-1H-pyrrolizin-7a(5H)-yl)methoxy)quinazolin-4-yl)-1,8-diazaspiro[4.5]decane-1-carboxylate BrC1=CC=C2C(=NC(=NC2=C1F)OC[C@]12CCCN2C[C@@H](C1)F)N1CCC2(CCCN2C(=O)OC(C)(C)C)CC1